2-(3-fluoro-4-methoxyphenyl)-6-(1'-isobutyl-[1,4'-bipiperidin]-4-yl)-1,4-dimethyl-1H-benzo[d]imidazole FC=1C=C(C=CC1OC)C1=NC2=C(N1C)C=C(C=C2C)C2CCN(CC2)C2CCN(CC2)CC(C)C